C1(=CC=CC=C1)C=1N(C=CN1)S(=O)(=O)C1=CC=CC=C1 2-phenyl-1-(phenylsulfonyl)-1H-imidazole